(3S,4S)-1-Cyclopentyl-4-{[5-(2,4-difluoro-phenyl)-isoxazole-3-carbonyl]-amino}-piperidine-3-carboxylic acid [1-(4,6-dimethyl-pyrimidin-2-yl)-cyclopropyl]-amide CC1=NC(=NC(=C1)C)C1(CC1)NC(=O)[C@H]1CN(CC[C@@H]1NC(=O)C1=NOC(=C1)C1=C(C=C(C=C1)F)F)C1CCCC1